dimethylaminoacetamide palmitate C(CCCCCCCCCCCCCCC)(=O)O.CN(C)CC(=O)N